N1-(6-amino-5-methylpyridin-3-yl)-N2-cyclobutyl-N2-((5-(trifluoromethyl)pyridin-2-yl)methyl)oxalamide NC1=C(C=C(C=N1)NC(C(=O)N(CC1=NC=C(C=C1)C(F)(F)F)C1CCC1)=O)C